C(CCCCCCCC)(=O)OCC(COC(CCCCCCCC)=O)CC(=O)OC[C@H]1N(C[C@@H](C1)OC(CC(COC(CCCCCCCC)=O)COC(CCCCCCCC)=O)=O)C(=O)SCCN(C)C 2-(2-(((2S,4R)-1-(((2-(dimethylamino)ethyl)thio)carbonyl)-4-((4-(nonanoyloxy)-3-((nonanoyloxy)methyl)butanoyl)oxy)pyrrolidin-2-yl)methoxy)-2-oxoethyl)propane-1,3-diyl dinonanoate